CP(=O)(C)C1=C(C=CC(=C1)S(=O)(=O)C)N(C(OC(C)(C)C)=O)CC#C tert-butyl (2-(dimethylphosphoryl)-4-(methylsulfonyl)phenyl)(prop-2-yn-1-yl)carbamate